ClC1=NC=C(C(=N1)NC1CCCC1)C#CCO 3-[2-chloro-4-(cyclopentylamino)-5-pyrimidinyl]-2-propyn-1-ol